ClC1=NC=2N([C@H](C(N(C2C=N1)C)=O)CC)C(C)C (7S)-2-chloro-7-ethyl-8-isopropyl-5-methyl-7,8-dihydropteridin-6(5H)-one